O=C1C(C2(CCN(CC2)C(=O)OC(C)(C)C)CC=C1)C(=O)OC 3-(tert-butyl) 7-methyl 8-oxo-3-azaspiro[5.5]undec-9-ene-3,7-dicarboxylate